[Cl-].[Cl-].[SiH3][Ti+2](C1(C(=C(C(=C1)C)C)C)C)NC(C)(C)C silyl-(N-t-butylamino)(tetramethylcyclopentadienyl)titanium dichloride